C(C)(C)N1N=NC2=C1CC[C@@H](C2)CCC2=NN1C(=NC=3C(=CC=CC3C1=N2)OC)N |o1:10| (R or S)-2-(2-(1-isopropyl-4,5,6,7-tetrahydro-1H-benzo[d][1,2,3]triazol-5-yl)ethyl)-7-methoxy-[1,2,4]triazolo[1,5-c]quinazolin-5-amine